FC(C(C(F)(F)F)OC(=O)N1CCC2(CCCN2CC=2C=C(C=C(C2)C(F)(F)F)N2CC(CCC2)(C(=O)O)C)CC1)(F)F 1-(3-((8-(((1,1,1,3,3,3-Hexafluoropropan-2-yl)oxy)carbonyl)-1,8-diazaspiro[4.5]decan-1-yl)methyl)-5-(trifluoromethyl)phenyl)-3-methylpiperidine-3-carboxylic acid